O=C(COCCCCNC(OC(C)(C)C)=O)NC1=C2C=NN(C2=CC(=C1)N1C=NN=C1)C1OCCCC1 tert-Butyl (4-(2-oxo-2-((1-(tetrahydro-2H-pyran-2-yl)-6-(4H-1,2,4-triazol-4-yl)-1H-indazol-4-yl)amino)ethoxy)butyl)carbamate